CC1N(C(C2=CC=CC=C12)=O)CC1=CC=C(C=C1)NC(=O)NCC=1C=NN(C1)C1OCCCC1 1-(4-((1-methyl-3-oxoisoindolin-2-yl)methyl)phenyl)-3-((1-(tetrahydro-2H-pyran-2-yl)-1H-pyrazol-4-yl)methyl)urea